3-[2-(methoxymethyl)-3-(3-sulfanylpropoxy)-2-(3-sulfanylpropoxymethyl)propoxy]propane-1-thiol COCC(COCCCS)(COCCCS)COCCCS